FC(C=1C=C(C=C(C1)C(F)(F)F)[C@@H](C)O[C@@H]1C(N(CCO1)CC1=CC=CC=C1)=O)(F)F (R)-2-[(R)-1-[3,5-bis(trifluoromethyl)phenyl]ethoxy]-4-benzyl-morpholine-3-one